(S)-ethyl 2-(1-(tert-butoxycarbonyl)pyrrolidin-2-yl)-1-(methylamino)-4-(4-((4-methylpyridin-2-yl)carbamoyl)phenyl)-1H-imidazole-5-carboxylate C(C)(C)(C)OC(=O)N1[C@@H](CCC1)C=1N(C(=C(N1)C1=CC=C(C=C1)C(NC1=NC=CC(=C1)C)=O)C(=O)OCC)NC